[Na+].P([O-])([O-])([O-])=O.[Na+].[Na+] Phosphoric acid, sodium salt